2-(1-(4-amino-3-(2,3-difluoro-4-methoxyphenyl)-1H-pyrazolo[3,4-d]pyrimidin-1-yl)ethyl)-5-chloro-3-morpholinoquinazolin-4(3H)-one NC1=C2C(=NC=N1)N(N=C2C2=C(C(=C(C=C2)OC)F)F)C(C)C2=NC1=CC=CC(=C1C(N2N2CCOCC2)=O)Cl